diphenyl-2-ethylcresyl phosphate P(=O)(OC1=C(C(=C(C(=C1)C1=CC=CC=C1)C)C1=CC=CC=C1)CC)([O-])[O-]